tert-butyl (2S)-4-[7-(5-chloro-4-isoquinolyl)-8-fluoro-2-[[(2S)-1-methylpyrrolidin-2-yl]methoxy]pyrido[4,3-d]pyrimidin-4-yl]-2-(cyanomethyl)piperazine-1-carboxylate ClC1=C2C(=CN=CC2=CC=C1)C1=C(C=2N=C(N=C(C2C=N1)N1C[C@@H](N(CC1)C(=O)OC(C)(C)C)CC#N)OC[C@H]1N(CCC1)C)F